(R)-N-(6-methyl-2-(2-methylmorpholino)pyrimidin-4-yl)-4-((methylsulfonyl)methyl)-2-(6-azaspiro[2.5]oct-6-yl)benzamide CC1=CC(=NC(=N1)N1C[C@H](OCC1)C)NC(C1=C(C=C(C=C1)CS(=O)(=O)C)N1CCC2(CC2)CC1)=O